ClC1=CC=C(C=C1)[C@@H](CNC(OC(C)(C)C)=O)C(=O)N1CCN(CC1)C=1C2=C(N=CN1)CC[C@H]2C tert-Butyl ((S)-2-(4-chlorophenyl)-3-(4-((R)-5-methyl-6,7-dihydro-5H-cyclopenta[d]-pyrimidin-4-yl)piperazin-1-yl)-3-oxopropyl)carbamate